N-(cis-3-((4-Methoxy-5-(quinoxalin-6-yl)pyrrolo[2,1-f][1,2,4]triazin-2-yl)amino)-1-methylcyclobutyl)acetamide COC1=NC(=NN2C1=C(C=C2)C=2C=C1N=CC=NC1=CC2)NC2CC(C2)(C)NC(C)=O